O=C1NC(CCC1N1C(C(=CC1=O)NC=1C=C(C=CC1)C(C)NC(OC(C)(C)C)=O)=O)=O tert-butyl (1-(3-((1-(2,6-dioxopiperidin-3-yl)-2,5-dioxo-2,5-dihydro-1H-pyrrol-3-yl)amino)phenyl)ethyl)carbamate